tert-Butyl 6-((2-chloro-4-fluorophenyl)sulfonyl)-2,6-diazaspiro[3.3]heptane-2-carboxylate ClC1=C(C=CC(=C1)F)S(=O)(=O)N1CC2(CN(C2)C(=O)OC(C)(C)C)C1